3-(2,4-DIHYDROXY-5-ISOPROPYL-PHENYL)-4-(1-METHYL-INDOL-5-YL)-5-HYDROXY-[1,2,4]TRIAZOLE OC1=C(C=C(C(=C1)O)C(C)C)C1=NN=C(N1C=1C=C2C=CN(C2=CC1)C)O